N-(5-Methyl-6-((6'-oxo-5',6'-dihydrospiro[cyclohexane-1,4'-thieno[2,3-c]pyrrol]-2'-yl)amino)pyrimidin-4-yl)cyclopropanecarboxamide CC=1C(=NC=NC1NC1=CC2=C(C(NC23CCCCC3)=O)S1)NC(=O)C1CC1